CS(=O)(=O)CC1OC1 2-[(methylsulfonyl)methyl]-oxirane